3,3,3',3'-tetramethyl-1,1'-spirobiindan-5,5',6,6'-tetraol CC1(CC2(C3=CC(=C(C=C13)O)O)CC(C1=CC(=C(C=C12)O)O)(C)C)C